but-1,3-dien-1-yl 4-bromobenzoate BrC1=CC=C(C(=O)OC=CC=C)C=C1